5-Isopropyl-pyridazin C(C)(C)C=1C=CN=NC1